4-(1-sulfo-2-naphthylazo)-3-hydroxy-2-naphthoic acid S(=O)(=O)(O)C1=C(C=CC2=CC=CC=C12)N=NC1=C(C(=CC2=CC=CC=C12)C(=O)O)O